6-(1-methyl-1H-benzo[d]imidazol-5-yl)thiazolo[4,5-d]pyrimidin CN1C=NC2=C1C=CC(=C2)N2C=NC=1C(=C2)SCN1